3-amino-N-(4-{[(2S*,4R*)-2-methyl-1-propionyl-1,2,3,4-tetrahydroquinolin-4-yl]amino}phenyl)benzenesulfonamide NC=1C=C(C=CC1)S(=O)(=O)NC1=CC=C(C=C1)N[C@@H]1C[C@@H](N(C2=CC=CC=C12)C(CC)=O)C |o1:18,20|